ClCCCCOC1=CC=C2CCCNC2=C1 7-(4-chlorobutoxy)-1,2,3,4-tetrahydroquinoline